(cis)-3-(5-(2-bromoethoxy)-2-(1-hydroxycyclopropyl)-7-(trifluoromethyl)-1,3-benzodiazol-1-yl)-1-methylcyclobutan-1-ol BrCCOC1=CC2=C(N(C(=N2)C2(CC2)O)C2CC(C2)(O)C)C(=C1)C(F)(F)F